pyrrolcarboxylic acid N1C(=CC=C1)C(=O)O